N-[4-[[(2R)-4-(dimethylamino)-1-phenylsulfonyl-butan-2-yl]amino]-3-nitrophenyl]sulfonyl-benzamide CN(CC[C@H](CS(=O)(=O)C1=CC=CC=C1)NC1=C(C=C(C=C1)S(=O)(=O)NC(C1=CC=CC=C1)=O)[N+](=O)[O-])C